(R)-1-(bicyclo[1.1.1]pent-1-ylamino)-2-(2-bromo-4-chloro-5-methoxyphenylsulfonyl-amino)hexane C12(CC(C1)C2)NC[C@@H](CCCC)NS(=O)(=O)C2=C(C=C(C(=C2)OC)Cl)Br